2-(5-Amino-3-(3,3-difluorocyclobutyl)-1H-pyrazol-1-yl)acetic acid NC1=CC(=NN1CC(=O)O)C1CC(C1)(F)F